9-dibenzoylmethoxy-1,2,3,4-tetrahydrofluorene C(C1=CC=CC=C1)(=O)C(OC1C2=CC=CC=C2C=2CCCCC12)C(C1=CC=CC=C1)=O